C(C1=CC=CC=C1)OC=1C=C(C=C(C1)C(F)(F)F)[C@@H](C)N[S@](=O)C(C)(C)C (R)-N-((R)-1-(3-(benzyloxy)-5-(trifluoromethyl)phenyl)ethyl)-2-methylpropane-2-sulfinamide